O=C1C=C2C=C[C@H]3[C@@H]4CC[C@H]([C@@H](CCC(=O)O)C)[C@]4(CC[C@@H]3[C@]2(CC1)C)C 3-Oxo-4,6-choladienoic acid